CN(S(=O)(=O)N1CC(C1)OC1=CC=C(C=C1)N1CCCC1)C 1-(4-((1-(N,N-dimethylsulfamoyl)azetidin-3-yl)oxy)phenyl)pyrrolidin